ammonium hydrobromic acid salt Br.[NH4+]